1-((3S,4R)-3-Fluoro-4-((4-methoxy-5-(1-(2,2,2-trifluoroethyl)-1H-benzo[d][1,2,3]triazol-6-yl)pyrrolo[2,1-f][1,2,4]triazin-2-yl)amino)pyrrolidin-1-yl)ethan-1-one F[C@H]1CN(C[C@H]1NC1=NN2C(C(=N1)OC)=C(C=C2)C=2C=CC1=C(N(N=N1)CC(F)(F)F)C2)C(C)=O